N[C@H](C(=O)O)CC1=CNC2=CC(=CC=C12)C1=C(C=CC=C1)C (S)-2-amino-3-(6-(o-tolyl)-1H-indol-3-yl)propanoic acid